4-{(S)-2-[(S)-2-(methoxycarbonylamino)-3-phenylpropionylamino]-2-(4-methylthiazol-2-yl)ethyl}phenylaminosulfonic acid COC(=O)N[C@H](C(=O)N[C@@H](CC1=CC=C(C=C1)NS(=O)(=O)O)C=1SC=C(N1)C)CC1=CC=CC=C1